2-((2-((3-(5-(2-acetamidopyridin-4-yl)-2-(methylthio)-1H-imidazol-4-yl)phenyl)carbamoyl)-benzyl)carbamoyl)benzoic acid C(C)(=O)NC1=NC=CC(=C1)C1=C(N=C(N1)SC)C=1C=C(C=CC1)NC(=O)C1=C(CNC(=O)C2=C(C(=O)O)C=CC=C2)C=CC=C1